C(C)(C)(C)[S@](=O)NC(CC[C@H]1CC(N(C1)C(=O)OC(C)(C)C)(C)C)C1=NC=CC=C1 tert-butyl (4S)-4-[3-[[(S)-tert-butylsulfinyl]amino]-3-(2-pyridyl)propyl]-2,2-dimethyl-pyrrolidine-1-carboxylate